4-(3-(6-amino-2-methyl-5-nitropyridin-3-yl)-4-fluorobenzyl)phthalazin-1(2H)-one NC1=C(C=C(C(=N1)C)C=1C=C(CC2=NNC(C3=CC=CC=C23)=O)C=CC1F)[N+](=O)[O-]